BrC1=CC=CC=2C=3N(C(=NC12)N[C@H]1C(NCCCC1)=O)N=C(N3)C=3C=NN(C3)C3CCC3 (3R)-3-{[7-bromo-2-(1-cyclobutyl-1H-pyrazol-4-yl)[1,2,4]triazolo[1,5-c]quinazolin-5-yl]amino}azepan-2-one